N,N-dimethyl-N-[3-(trimethoxysilyl)propyl]octadecyl-ammonium chloride [Cl-].C[N+](CCC[Si](OC)(OC)OC)(C)CCCCCCCCCCCCCCCCCC